1,2-dioleyloxy-N,N,N-trimethylammoniopropane chloride [Cl-].C(CCCCCCC\C=C/CCCCCCCC)OC(C(C)OCCCCCCCC\C=C/CCCCCCCC)[N+](C)(C)C